tert-butyl trans-3-(3-cyano-1H-pyrazol-1-yl)-4-hydroxypyrrolidine-1-carboxylate C(#N)C1=NN(C=C1)[C@@H]1CN(C[C@H]1O)C(=O)OC(C)(C)C